O[C@H]1CC[C@H](N(C1)C(C)=O)CN1N=CC=2C1=NC(=NC2)NC2=C(C=C1CCN(CC1=C2)C)OC 1-((2S,5S)-5-hydroxy-2-((6-((6-methoxy-2-methyl-1,2,3,4-tetrahydroisoquinolin-7-yl)amino)-1H-pyrazolo[3,4-d]pyrimidin-1-yl)methyl)piperidin-1-yl)ethan-1-one